4-(Dimethylphosphoryl)-N-(4-iodophenyl)pyridin-3-amine CP(=O)(C)C1=C(C=NC=C1)NC1=CC=C(C=C1)I